ethyl 1-(3-amino-6-bromopyrazin-2-yl)pyrazole-4-carboxylate NC=1C(=NC(=CN1)Br)N1N=CC(=C1)C(=O)OCC